NCCN1CCOCC1 N-(2-AMINOETHYL)MORPHOLIN